ClC1=C(C(=O)N2CC3=CC=CC(=C3CC2)C(CC(=O)O)C2=C(C3=C(N(N=N3)C)C=C2)C)C(=CC(=C1)C=1C=NN(C1)C)Cl 3-[2-[2,6-Dichloro-4-(1-methylpyrazol-4-yl)benzoyl]-3,4-dihydro-1H-isoquinolin-5-yl]-3-(1,4-dimethylbenzotriazol-5-yl)propanoic acid